(S)-tert-butyl 7-(4-((3-(((benzyloxy)carbonyl)amino)-4-methoxy-4-oxobutyl) (3,3-difluoropropyl)amino)butyl)-3,4-dihydro-1,8-naphthyridine-1(2H)-carboxylate C(C1=CC=CC=C1)OC(=O)N[C@@H](CCN(CCCCC1=CC=C2CCCN(C2=N1)C(=O)OC(C)(C)C)CCC(F)F)C(=O)OC